4,5,2'-tri(4-morpholineformyloxy)-2,5'-dichlorobenzophenone N1(CCOCC1)C(=O)OC1=CC(=C(C(=O)C2=C(C=CC(=C2)Cl)OC(=O)N2CCOCC2)C=C1OC(=O)N1CCOCC1)Cl